3-(3-trifluoromethylphenyl)-2-benzyloxirane-2-carboxylic acid FC(C=1C=C(C=CC1)C1C(O1)(C(=O)O)CC1=CC=CC=C1)(F)F